CS(=O)(=O)C1=CC=C(C=C1)OS(=O)(=O)[O-].C1(=CC=CC=C1)[S+](C1=CC=CC=C1)C1=CC=CC=C1 Triphenyl-sulfonium 4-methylsulfonylphenyl-sulfate